2-[2-hydroxy-4-(3-hydroxypropoxy)phenyl]-4,6-bis(2,4-dimethylphenyl)-s-triazine OC1=C(C=CC(=C1)OCCCO)C1=NC(=NC(=N1)C1=C(C=C(C=C1)C)C)C1=C(C=C(C=C1)C)C